FC=1C=C2C(=C(N(C2=CC1)C1=CC(=C(C=C1)F)C)C(C)C)C1=NC(=NO1)C(=O)O 5-[5-fluoro-1-(4-fluoro-3-methyl-phenyl)-2-isopropyl-indol-3-yl]-1,2,4-oxadiazole-3-carboxylic acid